COC=1C=C(C(=O)O)C(=CC1OC)NCC1=CC=CC=C1 3,4-dimethoxy-6-(benzylamino)benzoic acid